5-((4-(Ethylamino)-3-(trifluoromethyl)-1H-pyrrolo[2,3-b]pyridin-6-yl)amino)-6-methoxy-2-methylisoindolin-1-one C(C)NC1=C2C(=NC(=C1)NC=1C=C3CN(C(C3=CC1OC)=O)C)NC=C2C(F)(F)F